5-((3aS,6aR)-octahydrocyclopenta[c]pyrrol-1-yl)pyridin-3-amine C1(NC[C@@H]2[C@H]1CCC2)C=2C=C(C=NC2)N